C1(=CC=CC2=CC=CC=C12)C1=C(C=CC=C1)N(C1=C(C=CC=C1)C1=CC=CC=2C3=CC=CC=C3NC12)C1=C(C(=CC=2C3=CC=CC=C3CC12)C1=CC=CC=C1)C1=CC=CC=C1 (naphthylphenyl)(diphenylfluorenyl)(Carbazolylphenyl)amine